C(=O)O.ClC1=CC(=C(C=C1)C1=C2C(=C(N=N1)N[C@H]1CN(CCC1)C)C=NC=C2)OC(F)F 1-[4-chloro-2-(difluoromethoxy)phenyl]-N-[(3R)-1-methylpiperidin-3-yl]pyrido[3,4-d]pyridazin-4-amine formate